C1(CCCCC1)C=1NC2=CC=C(C=C2C1C=O)C(F)(F)F 2-CYCLOHEXYL-5-(TRIFLUOROMETHYL)-1H-INDOLE-3-CARBOXALDEHYDE